N-[(2S)-1-[4-(benzenesulfonyl)piperazin-1-yl]propan-2-yl]-8-{3-[(dimethylamino)methyl]-4-fluorophenyl}quinazolin-4-amine C1(=CC=CC=C1)S(=O)(=O)N1CCN(CC1)C[C@H](C)NC1=NC=NC2=C(C=CC=C12)C1=CC(=C(C=C1)F)CN(C)C